ClC=1C=NC(=NC1)N1CCC(CC1)CCCOC1=CC(=C(C=C1)CC(=O)N1CCC(CC1)(CNCC(CO)(CO)CO)O)F 2-[4-[3-[1-(5-chloropyrimidin-2-yl)-4-piperidinyl]propoxy]-2-fluoro-phenyl]-1-[4-hydroxy-4-[[[3-hydroxy-2,2-bis(hydroxymethyl)propyl]amino]methyl]-1-piperidinyl]ethanone